2-{5-[Methyl(1-methylpiperidin-4-yl)amino][1,3]thiazolo[5,4-d][1,3]thiazol-2-yl}-5-(1H-pyrazol-4-yl)pyridin-3-ol CN(C=1SC2=C(N1)SC(=N2)C2=NC=C(C=C2O)C=2C=NNC2)C2CCN(CC2)C